COC1=C(C=C2C(=NC=NC2=C1)C=1C(=NN(C1)C)C1=CC=CC=C1)NC(OC)=O methyl (7-methoxy-4-(1-methyl-3-phenyl-1H-pyrazol-4-yl)quinazolin-6-yl)carbamate